ethyl-5-(imidazo[1,2-a]pyridin-8-yl)pyridin-2-amine C(C)C=1C(=NC=C(C1)C=1C=2N(C=CC1)C=CN2)N